N[C@@](C(=O)N)(C(=O)C)C1CCC1 (R)-2-amino-2-cyclobutyl-acetoacetyl-amine